BrC=1C(=CC(=C(N(CC2=CC=C(C=C2)OC)CC2=CC=C(C=C2)OC)C1)F)C(C(F)F)C 5-Bromo-4-(1,1-difluoropropan-2-yl)-2-fluoro-N,N-bis(4-methoxybenzyl)aniline